FC1=C(C(=O)NC2=C(C(=CC(=C2)F)C=2C3=C(N=CN2)NC(=C3)C3=CC=C(C=C3)CN3CCC2(CC3)[C@H](CNCC2)CO)C)C=CC(=C1)C(C)(C)O |r| rac-2-fluoro-N-(5-fluoro-3-(6-(4-((7-(hydroxymethyl)-3,9-diazaspiro[5.5]undec-3-yl)methyl)phenyl)-7H-pyrrolo[2,3-d]pyrimidin-4-yl)-2-methylphenyl)-4-(2-hydroxyprop-2-yl)benzamide